tert-butyl (2S,4S)-4-(7-bromo-8-chloro-6-fluoro-4-((S)-1-((S)-1-methylpyrrolidin-2-yl)ethoxy)-1H-[1,2,3]triazolo[4,5-c]quinolin-1-yl)-2-(cyanomethyl)piperidine-1-carboxylate BrC=1C(=CC=2C3=C(C(=NC2C1F)O[C@@H](C)[C@H]1N(CCC1)C)N=NN3[C@@H]3C[C@H](N(CC3)C(=O)OC(C)(C)C)CC#N)Cl